CN(C=1C=C(C=CC1)C1=NC2=CC(=NC=C2C=C1)CNC(OC(C)(C)C)=O)C tert-butyl ((2-(3-(dimethylamino)phenyl)-1,6-naphthyridin-7-yl)methyl)carbamate